6-(2,4-dimethyl-1,3-thiazol-5-yl)-2-[[1-(6-methylpyridin-4-yl)piperidin-4-yl]methyl]pyridazin-3-one CC=1SC(=C(N1)C)C=1C=CC(N(N1)CC1CCN(CC1)C1=CC=NC(=C1)C)=O